NC=1C(=C2NC1C=C1C=CC(=N1)C=C1C=CC(N1)=CC=1C=CC(N1)=C2)C2=CC=CC=C2.[Co] cobalt aminophenylporphyrin